thiophenol sodium salt [Na].C1(=CC=CC=C1)S